1-(1-(4-fluorophenyl)-3,4-dihydroisoquinolin-2(1H)-yl)-2-hydroxy-2-(quinuclidin-3-ylidene)ethanone FC1=CC=C(C=C1)C1N(CCC2=CC=CC=C12)C(C(=C1CN2CCC1CC2)O)=O